CN1C(N(CCCC1)CCCNC1=NC(=NC=C1C(F)(F)F)NC=1C(=NN(C1)C1CN(CC1)C)C)=O 1-Methyl-3-(3-((2-((3-methyl-1-(1-methylpyrrolidin-3-yl)-1H-pyrazol-4-yl)amino)-5-(trifluoromethyl)pyrimidin-4-yl)amino)propyl)-1,3-diazepan-2-on